rac-methyl (2S,3S,4S,5R)-2-(4-bromophenyl)-5-hydroxy-10-oxo-3-phenyl-2,3,4,5-tetrahydro-2,5-methanooxepino[2,3-c]pyridine-4-carboxylate BrC1=CC=C(C=C1)[C@]12[C@@H]([C@@H]([C@@](C=3C(=CN=CC3)O1)(C2=O)O)C(=O)OC)C2=CC=CC=C2 |r|